methyl 1-(4-(N,N-bis(4-methoxybenzyl)sulfamoyl)-1H-pyrazol-1-yl)-cyclopropane-1-carboxylate COC1=CC=C(CN(S(=O)(=O)C=2C=NN(C2)C2(CC2)C(=O)OC)CC2=CC=C(C=C2)OC)C=C1